tert-butyl N-[3-[3-[[1-(1,3-benzothiazol-2-yl)-2-[3-(N'-hydroxycarbamimidoyl)phenyl]ethyl] sulfamoyl]anilino]-3-oxo-propyl]carbamate S1C(=NC2=C1C=CC=C2)C(CC2=CC(=CC=C2)C(N)=NO)NS(=O)(=O)C=2C=C(NC(CCNC(OC(C)(C)C)=O)=O)C=CC2